1-hydroxy-3-methoxy-2-methylanthraquinone OC1=C(C(=CC=2C(C3=CC=CC=C3C(C12)=O)=O)OC)C